(S)-8-hydroxy-7-((R)-5H-imidazo[5,1-a]isoindol-5-yl)-5,6,7,8-tetrahydroquinoline-3-carbonitrile OC1[C@@H](CCC=2C=C(C=NC12)C#N)[C@H]1N2C(C3=CC=CC=C13)=CN=C2